6-(2,6-dichloro-3,5-dimethoxyphenyl)-2-(methylthio)-N-phenylpyrido[3,4-d]pyrimidine-8-amine ClC1=C(C(=C(C=C1OC)OC)Cl)C1=CC2=C(N=C(N=C2)SC)C(=N1)NC1=CC=CC=C1